FC=1C(=C(C=C2NC=C(C[C@H](N)C(=O)O)C12)F)O 4,6-difluoro-5-hydroxytryptophan